C1(CC1)C=1N=C2N(C=C(C(=C2)OC(C)C)C(=O)OC)C1 methyl 2-cyclopropyl-7-isopropoxylimidazo[1,2-a]pyridine-6-carboxylate